NC1=NC=C(C=N1)C(=O)NC1=NC=2C(=C(C=CC2C=2N1CCN2)OCCCN2CCNCC2)OC 2-amino-N-{7-methoxy-8-[3-(piperazin-1-yl)propoxy]-2H,3H-imidazo[1,2-c]quinazolin-5-yl}pyrimidine-5-carboxamide